NCCC1SC(=CN(C1)C1=C2NC=NC2=NC=N1)C(=O)N (2-aminoethyl)-4-(7H-purin-6-yl)-3,4-dihydro-2H-1,4-thiazine-6-carboxamide